N-Boc-2,2'-(ethylenedioxy)diethylamine CC(C)(C)OC(=O)NCCOCCOCCN